5-amino-N-cyclobutyl-6-methyl-N-((5-phenylpyridin-2-yl)methyl)-1H-pyrrolo[3,2-b]pyridine-2-carboxamide NC1=C(C=C2C(=N1)C=C(N2)C(=O)N(CC2=NC=C(C=C2)C2=CC=CC=C2)C2CCC2)C